4,4,4-trifluoro-1-[4-[4-(trifluoromethyl)-2-pyridinyl]-1-piperidinyl]butan-1-one FC(CCC(=O)N1CCC(CC1)C1=NC=CC(=C1)C(F)(F)F)(F)F